tert-butyl (((1s,3s)-3-hydroxycyclobutyl)methyl)carbamate OC1CC(C1)CNC(OC(C)(C)C)=O